(2S,3R,4S,5R)-3,4,5-trihydroxytetrahydro-2H-pyran O[C@@H]1COC[C@H](C1O)O